(2R)-N-(4-tert-butylphenyl)-1-cyano-N-[2-[[2-(dimethylamino)-2-oxo-ethyl]amino]-2-oxo-1-(3-pyridyl)ethyl]pyrrolidine-2-carboxamide C(C)(C)(C)C1=CC=C(C=C1)N(C(=O)[C@@H]1N(CCC1)C#N)C(C(=O)NCC(=O)N(C)C)C=1C=NC=CC1